2,4-pyridinebisaldoxime N1=C(C=C(C=C1)C=NO)C=NO